6-chloro-4-hydroxypyrrolo[1,2-b]pyridazine-3-carboxylic acid ethyl ester C(C)OC(=O)C1=C(C=2N(N=C1)C=C(C2)Cl)O